(1S,2S)-2-fluoro-N-(3-(6-((S)-1-hydroxybutyl)-4-methylpyridin-3-yl)-1-methyl-2-oxo-1,2-dihydro-1,6-naphthyridin-7-yl)cyclopropane-1-carboxamide F[C@@H]1[C@@H](C1)C(=O)NC1=NC=C2C=C(C(N(C2=C1)C)=O)C=1C=NC(=CC1C)[C@H](CCC)O